tert-Butyl (1R,5S)-3-(7-methyl-[1,2,4]triazolo[1,5-a]pyridin-6-yl)-8-azabicyclo[3.2.1]octane-8-carboxylate CC1=CC=2N(C=C1C1C[C@H]3CC[C@@H](C1)N3C(=O)OC(C)(C)C)N=CN2